C1(CCCC1)NC1=CC(=NC=C1C#C)N1N=CC=2C1=NC=C(C2)C#N 1-(4-(cyclopentylamino)-5-ethynylpyridin-2-yl)-1H-pyrazolo[3,4-b]pyridine-5-carbonitrile